[2-(4-chlorosulfonyl-3-nitrobenzoyl) hydrazino]2,2-dimethylpropionate ClS(=O)(=O)C1=C(C=C(C(=O)NNCC(C(=O)[O-])(C)C)C=C1)[N+](=O)[O-]